5-(1-(2-fluorophenyl)propyl)-3-hydroxy-4H-benzo[e][1,2,4]thiadiazine 1,1-dioxide FC1=C(C=CC=C1)C(CC)C1=CC=CC2=C1NC(=NS2(=O)=O)O